C(C)(C)(C)OC(CC=1C(=NC(=CC1)C)Cl)=O 2-(2-chloro-6-methylpyridin-3-yl)acetic acid tert-butyl ester